CCCCC(=C)C(=O)OO hydroxy butyl acrylate